NC1=NC=NC(=C1C1=CCC(CC1)C(=O)OCC)N Ethyl 4-(4,6-diaminopyrimidin-5-yl)cyclohex-3-ene-1-carboxylate